1,1-dioxo-1λ6-thiomorpholin O=S1(CCNCC1)=O